2-[6-[(4aS,8aR)-2,3,4a,5,6,7,8,8a-octahydropyrido[4,3-b][1,4]oxazin-4-yl]pyridazin-3-yl]-3,5-dimethyl-phenol O1[C@H]2[C@@H](N(CC1)C1=CC=C(N=N1)C1=C(C=C(C=C1C)C)O)CNCC2